NC(COC1=CC=C(C=C1)S(=O)(=O)Cl)=O 4-(2-amino-2-oxoethoxy)benzenesulfonyl chloride